COC(=O)C1=NC=C(C=2N1C=CN2)F.CC2=NC1=C(C=CC(=C1C=C2)NC(C=C)=O)OC2=CC=CC=C2 N-(2-methyl-8-phenoxyquinolin-5-yl)acrylamide methyl-8-fluoroimidazo[1,2-c]pyrimidine-5-carboxylate